CNC(=S)N N-methyl-thiourea